5-tert-butyl-4-methyl-thiazole-2-carboxylic acid C(C)(C)(C)C1=C(N=C(S1)C(=O)O)C